5,5-dimethyl-7-(4-phenoxyphenyl)-6,7-dihydro-5H-pyrrolo[2,3-d]pyrimidine-2-carbaldehyde CC1(CN(C=2N=C(N=CC21)C=O)C2=CC=C(C=C2)OC2=CC=CC=C2)C